NC1=C(C(=NN1CCN1CCOCC1)C1=CC=C(C=C1)CNC(C1=C(C=CC=C1)OC)=O)C(=O)N 5-Amino-3-[4-[[(2-methoxybenzoyl)amino]methyl]phenyl]-1-(2-morpholinoethyl)pyrazole-4-carboxamide